P(OC1=C(C=C(C=C1)C(C)(C)CC)C(C)(C)CC)(OC1=C(C=C(C=C1)C(C)(C)CC)C(C)(C)CC)OC1=CC=C(C=C1)C(C)(C)CC bis(2,4-di-t-pentylphenyl) (4-(t-amyl) phenyl) phosphite